tungsten-titanium-gold [Au].[Ti].[W]